benzyl 4-[4-(azetidin-3-yloxy)benzoyl]piperazine-1-carboxylate, 2,2,2-trifluoroacetic acid salt FC(C(=O)O)(F)F.N1CC(C1)OC1=CC=C(C(=O)N2CCN(CC2)C(=O)OCC2=CC=CC=C2)C=C1